OC1CC(C1)C(=O)OC1CN(C1)C=1N=C(C2=C(N1)CC[S+]2[O-])N(C2CCOCC2)C [1-[4-[methyl(tetrahydropyran-4-yl)amino]-5-oxido-6,7-dihydrothieno[3,2-d]pyrimidin-5-ium-2-yl]azetidin-3-yl] 3-hydroxycyclobutanecarboxylate